NC=1C2=C(N=CN1)N(C(=C2C2=CC(=C(C=C2)OC2=NC(=CC=C2)C)OC)C=2C=C1CCCN(C1=CC2)C(C=C)=O)C 1-(6-(4-amino-5-(3-methoxy-4-(6-methylpyridin-2-yloxy)phenyl)-7-methyl-7H-pyrrolo[2,3-d]pyrimidin-6-yl)-3,4-dihydroquinolin-1(2H)-yl)prop-2-en-1-one